tert-butyl 1-oxo-2-(4-(trifluoromethyl)pyridin-3-yl)-2,8-diazaspiro[4.5]decane-8-carboxylate O=C1N(CCC12CCN(CC2)C(=O)OC(C)(C)C)C=2C=NC=CC2C(F)(F)F